FC1(CN(CC=C1C=1C=NC(=CC1)C(=O)NC)C(C)C=1C=C2NC(C=3N(C2=CC1)C=CC3F)=O)F 3',3'-difluoro-1'-(1-(3-fluoro-4-oxo-4,5-dihydropyrrolo[1,2-a]quinoxalin-7-yl)ethyl)-N-methyl-1',2',3',6'-tetrahydro-[3,4'-bipyridine]-6-carboxamide